N'-hydroxy-3-methoxypropionamidine ON=C(CCOC)N